[C@H](C)(CC)[C@@H]1NC(C2=C(NC1=O)C=CC=C2)(C)C (S)-3-((S)-sec-butyl)-5,5-dimethyl-1,3,4,5-tetrahydro-2H-benzo[e][1,4]Diazepin-2-one